C1(CC1)C1=CC=C(C=N1)C=1C(=CN(C(C1)=O)C)C=1C=NN(C1)C1=C(C#N)C(=CC=C1)F 2-[4-[4-(6-cyclopropyl-3-pyridyl)-1-methyl-6-oxo-3-pyridyl]pyrazol-1-yl]-6-fluoro-benzonitrile